N[C@@](C)(C1=CC(=CC=C1)Br)C=1C=C(SC1)C(=O)C=1C=NC=NC1 5-({4-[(1S)-1-amino-1-(3-bromophenyl)ethyl]-2-thienyl}carbonyl)pyrimidin